N1,N3,N5-tris(2-((R)-2-((R)-2-amino-3-methylbutanamido)propanamido)ethyl)benzene-1,3,5-tricarboxamide N[C@@H](C(=O)N[C@@H](C(=O)NCCNC(=O)C1=CC(=CC(=C1)C(=O)NCCNC([C@@H](C)NC([C@@H](C(C)C)N)=O)=O)C(=O)NCCNC([C@@H](C)NC([C@@H](C(C)C)N)=O)=O)C)C(C)C